1-(2-((5-(pyridin-2-yl)pyrazin-2-yl)oxy)ethyl)pyrrolidin-2-one N1=C(C=CC=C1)C=1N=CC(=NC1)OCCN1C(CCC1)=O